3-cyano-2-(chloromethyl)pyridine C(#N)C=1C(=NC=CC1)CCl